C1=CC=CC=2N=C(C3=C(CC21)C=CC=C3)C3=CC=C(C#N)C=C3 4-(11H-Dibenzo[b,e]azepin-6-yl)benzonitrile